NCC(C(=O)NC=1C=CC=C2C(=CNC12)C=1C=NNC1)C=1C=NC=C(C1)OC 3-amino-2-(5-methoxypyridin-3-yl)-N-[3-(1H-pyrazol-4-yl)-1H-indol-7-yl]propionamide